C(CCCCC)NCCCCCCCCCCCN N-hexylundecane-1,11-diamine